CCCCCCCCCCCCC(=O)O[C@H](COC(=O)CCCCCCC/C=C\C/C=C\CCCCC)COP(=O)([O-])OCC[N+](C)(C)C 1-(9Z,12Z-octadecadienoyl)-2-tridecanoyl-glycero-3-phosphocholine